3-(7-{[(4R)-7-Chloro-4-ethyl-1,1-dioxido-3,4-dihydro-2H-5,1,2-benzoxathiazepin-2-yl]methyl}-2,3-dihydro-1H-inden-5-yl)-3-(1,4-dimethyl-1H-benzotriazol-5-yl)propanoic acid ClC=1C=CC2=C(O[C@@H](CN(S2(=O)=O)CC=2C=C(C=C3CCCC23)C(CC(=O)O)C2=C(C3=C(N(N=N3)C)C=C2)C)CC)C1